C(C1=CC=CC=C1)(=O)C1SC=2C(N(C3=CN(N=CC32)CC3=C2C=NN(C2=CC=C3)COCC[Si](C)(C)C)C)=N1 2-benzoyl-4-methyl-6-((1-((2-(trimethylsilyl)ethoxy)methyl)-1H-indazol-4-yl)methyl)-4H-thiazolo[5',4':4,5]Pyrrolo[2,3-d]Pyridazin